(3S,4S)-1-[4-[[5-isopropyl-8-[3-(methylsulfonylmethyl)azetidin-1-yl]-3-isoquinolyl]amino]pyrimidin-2-yl]-4-(2-methoxyethoxy)piperidin-3-ol C(C)(C)C1=C2C=C(N=CC2=C(C=C1)N1CC(C1)CS(=O)(=O)C)NC1=NC(=NC=C1)N1C[C@@H]([C@H](CC1)OCCOC)O